2-(((S,E)-4-(fluoromethylene)-1,3-dimethylpiperidin-3-yl)methoxy)quinazoline F\C=C/1\[C@](CN(CC1)C)(C)COC1=NC2=CC=CC=C2C=N1